Isobutylaminium C(C(C)C)[NH3+]